C1(CC1)CN([C@@H]1CNCC1)C (S)-N-(Cyclopropylmethyl)-N-methylpyrrolidin-3-amine